C(C)(C)(C)OC(=O)N1CC2=C(C(C1)C1=C(C=CC=C1)C=1C(=NN(C1)CC)C(F)(F)F)C(=C(S2)C#N)Cl tert-butyl-3-chloro-2-cyano-4-(2-(1-ethyl-3-(trifluoromethyl)-1H-pyrazol-4-yl)phenyl)-4,7-dihydrothieno[2,3-c]pyridine-6(5H)-carboxylate